N-((6-methoxy-2',3',5',6'-tetrahydro-2H-spiro[benzofuran-3,4'-pyran]-7-yl)sulfonyl)-5-(pyridin-2-yl)quinoline-2-carboxamide COC1=C(C2=C(C=C1)C1(CCOCC1)CO2)S(=O)(=O)NC(=O)C2=NC1=CC=CC(=C1C=C2)C2=NC=CC=C2